1,1,2,2,3-Pentachloropropane ClC(C(CCl)(Cl)Cl)Cl